N-[4-chloro-2-[[(1S)-4,4-difluoro-1-[2-(methylamino)-2-oxo-acetyl]pentyl]carbamoyl]phenyl]pyridine-3-carboxamide ClC1=CC(=C(C=C1)NC(=O)C=1C=NC=CC1)C(N[C@@H](CCC(C)(F)F)C(C(=O)NC)=O)=O